O=C([C@H](C)NP(=O)(OC1=CC=CC=C1)CC1=CC2=C(SC(=C2)C(=O)OC2=C(C(=C(C(=C2F)F)F)F)F)C=C1)OCCC Perfluorophenyl 5-(((((S)-1-oxo-1-propoxypropan-2-yl)amino)(phenoxy)phosphoryl)methyl)benzo[b]thiophene-2-carboxylate